[4-[2-(4-fluoro-1-piperidinyl)ethoxy]phenyl]acetic acid FC1CCN(CC1)CCOC1=CC=C(C=C1)CC(=O)O